CN1CCN(CC1)CC(=O)N1C2=C(NC(C3=C1C=CC=C3)=O)C=CC=N2 11-[(4-methylpiperazin-1-yl)acetyl]-5,11-dihydro-6H-pyrido[2,3-b][1,4]benzodiazepine-6-one